(difluoromethoxy)acetophenone FC(OCC(=O)C1=CC=CC=C1)F